FC(C1=NN=C(S1)C1=CN=C2N1C=C(C=C2N2[C@H]1[C@H](OCC2)COC1)S(=O)(=O)NC1(CC1)C)F |o1:17,18| rel-3-(5-(difluoromethyl)-1,3,4-thiadiazol-2-yl)-8-((4aR,7aS)-hexahydro-4H-furo[3,4-b][1,4]oxazin-4-yl)-N-(1-methylcyclopropyl)imidazo[1,2-a]pyridine-6-sulfonamide